CN(C(OC1=CC=C2C(=C(C(OC2=C1)=O)CC1=C(C(=CC=C1)NS(=O)(=O)CC)F)CN(C)CC(F)F)=O)C 4-(((2,2-difluoroethyl)(methyl)amino)methyl)-3-(3-(ethylsulfonamido)-2-fluorobenzyl)-2-oxo-2H-chromen-7-yl dimethylcarbamate